(R)-1-(4-(2-(6-(3-aminopiperidine-1-carbonyl)-4-methoxy-3-methylpyrazolo[1,5-a]pyridin-2-yl)-1-(cyclopropylmethyl)-5-fluoro-1H-indol-7-yl)piperidin-1-yl)ethan-1-one N[C@H]1CN(CCC1)C(=O)C=1C=C(C=2N(C1)N=C(C2C)C=2N(C1=C(C=C(C=C1C2)F)C2CCN(CC2)C(C)=O)CC2CC2)OC